[Br-].C(C=C)[N+](CC1=C(C=CC=C1)C(F)(F)F)(CC=C)CC=C triallyl(2-trifluoromethylbenzyl)ammonium bromide